ClC=1C=NC=2N(C1)N=CC2C(=O)NC=2C(=CC1=C(C[C@@](O1)(C)CO)C2)N2CCC(CC2)CO 6-chloro-N-[(2S)-2-(hydroxymethyl)-6-[4-(hydroxymethyl)-1-piperidyl]-2-methyl-3H-benzofuran-5-yl]pyrazolo[1,5-a]pyrimidine-3-carboxamide